C(C1=CC=CC=C1)OC(=O)NCCNCCC(=O)OC(C)(C)C tert-butyl 3-((2-(((benzyloxy)carbonyl)amino)ethyl)amino)propanoate